OC1=C(C=C(C(=C1)O)C)C(C)=O (2,4-dihydroxy-5-methylphenyl)ethanone